N1N=C(N=C1)NC=1C(N(C(C1)=O)C1C(NC(CC1)=O)=O)=O 3-(3-((1H-1,2,4-triazol-3-yl)amino)-2,5-dioxo-2,5-dihydro-1H-pyrrol-1-yl)piperidine-2,6-dione